C(C)(C)(C)[Si](OC1=C(C=C(C=C1C)C1SCC(N1C1=C(C=CC(=C1)F)C)=O)C)(C)C 2-[4-(tert-butyl-dimethyl-silanyloxy)-3,5-dimethyl-phenyl]-3-(5-fluoro-2-methyl-phenyl)-thiazolidin-4-one